4,7-difluoro-2,3-dihydro-1H-phenalen-1-one FC1=C2CCC(C=3C=CC(=C(C=C1)C32)F)=O